4-amino-6-methylimidazo[1,5-a]quinoxaline-8-carboxylic Acid NC=1C=2N(C3=CC(=CC(=C3N1)C)C(=O)O)C=NC2